N-(6-amino-5-cyclopropyl-3-pyridyl)-2-[(2R,5S)-2-(4-fluorophenyl)-5-methyl-4-(2-methylpropanoyl)piperazin-1-yl]-2-oxo-acetamide NC1=C(C=C(C=N1)NC(C(=O)N1[C@@H](CN([C@H](C1)C)C(C(C)C)=O)C1=CC=C(C=C1)F)=O)C1CC1